(S,Z)-5-benzyl-N-(7-(2-chloro-3-hydroxy-3-methylbut-1-en-1-yl)-5-methyl-4-oxo-2,3,4,5-tetrahydrobenzo[b][1,4]oxazepin-3-yl)-1H-1,2,4-triazole C(C1=CC=CC=C1)C1=NC=NN1[C@@H]1C(N(C2=C(OC1)C=CC(=C2)\C=C(\C(C)(C)O)/Cl)C)=O